1,1'-(4-(5-Bromobenzo[b]thiophen-3-yl)-2,6-dimethyl-1,4-dihydropyridin-3,5-diyl)diethanon BrC1=CC2=C(SC=C2C2C(=C(NC(=C2C(C)=O)C)C)C(C)=O)C=C1